F.BrC1=CC=C(C=C1)C1=NC2=C(C=CC=C2C(N1)(C)C)Cl 2-(4-bromophenyl)-8-chloro-4,4-dimethyl-3H-quinazoline hydrofluoride